difluoromethylthiobenzaldehyde FC(F)C1=C(C=S)C=CC=C1